(3,4-dimethoxyphenyl)methylamine COC=1C=C(C=CC1OC)CN